2-amino-7-bromo-1,2,3,4-tetrahydronaphthalene-2-carboxylic acid NC1(CC2=CC(=CC=C2CC1)Br)C(=O)O